C(C)S(=O)(=O)C=1C(=NC(=CC1)C1=CC=C(C=C1)C(F)(F)F)C=1C=NC=2N(C1)N=C(N2)C(F)(F)F 6-(3-(ethylsulfonyl)-6-(4-(trifluoromethyl)phenyl)pyridin-2-yl)-2-(trifluoromethyl)-[1,2,4]triazolo[1,5-a]pyrimidine